1-isopropyl-N-(2-methyl-1,2,3,4-tetra-hydroisoquinolin-8-yl)-1H-imidazole-2-sulfonamide C(C)(C)N1C(=NC=C1)S(=O)(=O)NC=1C=CC=C2CCN(CC12)C